BrCCC(C=O)C 4-bromo-2-methylbutanal